4-isothiocyanato-3-(2-nitro-1-(thiophen-2-yl)ethyl)-2-phenyl-1H-indole N(=C=S)C1=C2C(=C(NC2=CC=C1)C1=CC=CC=C1)C(C[N+](=O)[O-])C=1SC=CC1